ClC=1C=CC=NC1N1N=CC(=N1)C 5-Chloro-6-(4-methyl-2H-1,2,3-triazol-2-yl)pyridin